3,7-Dihydro-1H-purine-2,6-dione N1C(NC=2N=CNC2C1=O)=O